N-(6-amino-5-ethyl-3-pyridyl)-2-[(2S,5R)-5-methyl-2-phenyl-1-piperidyl]-2-oxo-acetamide NC1=C(C=C(C=N1)NC(C(=O)N1[C@@H](CC[C@H](C1)C)C1=CC=CC=C1)=O)CC